C(CCC)NC=1C2=C(N=C(N1)NC(OC)=O)C(=NN2CC2=C(C=C(C=C2)CO)OC)C=2COCC2 methyl (7-(butylamino)-3-(2,5-dihydrofuran-3-yl)-1-(4-(hydroxymethyl)-2-methoxybenzyl)-1H-pyrazolo[4,3-d]pyrimidin-5-yl)carbamate